CNCC(C)C N-methyl-isobutylamine